N-[(4-{[2-(piperidin-1-yl)phenyl]sulfamoyl}phenyl)methyl]-1H-pyrrolo[3,2-c]pyridine-2-carboxamide N1(CCCCC1)C1=C(C=CC=C1)NS(=O)(=O)C1=CC=C(C=C1)CNC(=O)C1=CC=2C=NC=CC2N1